C1(CC1)C(CCOC1=NN(C=C1)C1=CC=C2C(NS(C=3C=CC=C(NCCOC4CC(N(C2=N1)C4)(C)C)N3)(=O)=O)=O)C3CC3 8-[3-(3,3-Dicyclopropylpropoxy)-1H-pyrazol-1-yl]-12,12-dimethyl-15-oxa-2λ6-thia-3,9,11,18,23-pentaazatetracyclo[17.3.1.111,14.05,10]tetracosa-1(23),5,7,9,19,21-hexaene-2,2,4-trione